C(=O)O.CC1=C(CN2CCC(CC2)C(=O)O)C(=CC(=C1)C1CN(C1)C1=C(C=CC=C1C(F)(F)F)C)C 1-(2,6-dimethyl-4-(1-(2-methyl-6-(trifluoromethyl)phenyl)azetidin-3-yl)benzyl)piperidine-4-carboxylic acid, formate salt